2-isopropyl-5-methylcyclohexyl-2-benzyl-3-oxo-7-phenyl-2-azabicyclo[4.1.0]hept-4-ene-7-carboxylate C(C)(C)C1C(CC(CC1)C)OC(=O)C1(C2C=CC(N(C12)CC1=CC=CC=C1)=O)C1=CC=CC=C1